CC=1C=C(C=2N(C(C=C(N2)N2CCOCC2)=O)C1)[C@@H](C)NC1=C(C(=O)O)C=CC=C1 |r| (±)-2-({1-[7-methyl-2-(morpholin-4-yl)-4-oxo-pyrido[1,2-a]pyrimidin-9-yl]ethyl}amino)benzoic acid